CCCCCCCCCCCCC(=O)O[C@H](COC(=O)CCCCCCC/C=C\C/C=C\CCCCC)COP(=O)(O)OC[C@@H](C(=O)O)N 1-(9Z,12Z-octadecadienoyl)-2-tridecanoyl-glycero-3-phosphoserine